1-(2,6-dimethylphenyl)-[1]benzopyrano[3,4-d]imidazol-4(1H)-one CC1=C(C(=CC=C1)C)N1C=NC2=C1C1=C(OC2=O)C=CC=C1